(2-ethyl hexyl) orthosilicate [Si](OCC(CCCC)CC)([O-])([O-])[O-]